N-(1,1-Dimethylprop-2-ynyl)-4-[[2-[4-(trifluoromethyl)phenyl]acetyl]amino]pyridin CC(C#C)(C)N1CC=C(C=C1)NC(CC1=CC=C(C=C1)C(F)(F)F)=O